1-(2,2-difluoroethyl)cyclopropanecarbohydrazide FC(CC1(CC1)C(=O)NN)F